(3S,4S)-8-(6-((2,3-dichlorophenyl)thio)-5-methyl-1,2,4-triazin-3-yl)-3-methyl-2-oxa-8-azaspiro[4.5]decan-4-amine ClC1=C(C=CC=C1Cl)SC1=C(N=C(N=N1)N1CCC2([C@@H]([C@@H](OC2)C)N)CC1)C